(R)-8-(2-hydroxy-2-(3'-isopropyl-[1,1'-biphenyl]-3-yl)acetyl)-2-(1-phenylcyclopropyl)-3,5,6,7,8,9-hexahydro-4H-pyrimido[4,5-c]azepin-4-one O[C@@H](C(=O)N1CC2=C(CCC1)C(NC(=N2)C2(CC2)C2=CC=CC=C2)=O)C=2C=C(C=CC2)C2=CC(=CC=C2)C(C)C